(3S)-N-hydroxy-5-methyl-3-phenyl-4-(tetrahydro-2H-pyran-4-carbonyl)-2,3,4,5-tetrahydrobenzo[f][1,4]oxazepine-8-carboxamide ONC(=O)C1=CC2=C(C(N([C@H](CO2)C2=CC=CC=C2)C(=O)C2CCOCC2)C)C=C1